FC=1C=C(C=CC1)C1=C(C=CC=C1)C(\C=C\C1=CC(=C(C=C1)N(C)C)O)=O (E)-1-(3'-fluoro[1,1'-biphenyl]-2-yl)-3-(3-hydroxy-4-(dimethylamino)phenyl)prop-2-en-1-one